C(CC)S(=O)(=O)O.NCCN1CCNCC1 N-aminoethylpiperazine propane-1-sulfonate